tert-butyl 2-[2-(1-tert-butoxycarbonyl-4-piperidyl)vinyl]-4-isopropyl-3-methyl-5-(8-methyl-[1,2,4]triazolo[1,5-a]pyridin-6-yl)thieno[2,3-b]pyrrole-6-carboxylate C(C)(C)(C)OC(=O)N1CCC(CC1)C=CC1=C(C2=C(N(C(=C2C(C)C)C=2C=C(C=3N(C2)N=CN3)C)C(=O)OC(C)(C)C)S1)C